ClC=1C(=NC(=C(C(=O)NC2=CC(=CC=C2)C#N)C1)N1CCC(CCC1)(F)F)C 5-Chloro-N-(3-cyanophenyl)-2-(4,4-difluoroazepan-1-yl)-6-methylnicotinamide